C(C)(=O)C1=NN(C2=CC=C(C=C12)C=1C=NC(=NC1)C)CC(=O)N1[C@@H]2C[C@@]2(C[C@H]1C(=O)NCCC(C)(C)C)C (1R,3S,5R)-2-(2-(3-acetyl-5-(2-methylpyrimidin-5-yl)-1H-indazol-1-yl)acetyl)-N-(3,3-dimethylbutyl)-5-methyl-2-azabicyclo[3.1.0]hexane-3-carboxamide